BrC=1C=C(C2=C(CCO2)C1)S(=O)(=O)Cl 5-bromo-2,3-dihydrobenzofuran-7-sulfonyl chloride